(1S,8R)-8-methyl-11-oxa-tricyclo[6.2.1.02,7]Undecane-2,4,6-triene-1-carboxylic acid lithium salt [Li+].C[C@]12C3=CC=CC=C3[C@](CC1)(O2)C(=O)[O-]